N-Ethyl-2-(5-fluoro-7-methyl-1H-indol-3-yl)-N-methyl-2-oxoacetamide C(C)N(C(C(=O)C1=CNC2=C(C=C(C=C12)F)C)=O)C